2-Ethyl-2-(6-(3-hydroxy-2,2-dimethylpropoxy)-5-(3-methoxyazetidin-1-yl)pyridinecarboxamido)butanoic acid ethyl ester C(C)OC(C(CC)(NC(=O)C1=NC(=C(C=C1)N1CC(C1)OC)OCC(CO)(C)C)CC)=O